ClC1=CC=CC2=C1N=C(S2)NC2=NC1=C(N2C)C=CC=C1 2-(4-Chloro-benzothiazol-2-ylamino)-1-methyl-1H-benzoimidazole